FC1=C(C=C(C=C1)C1C(=C(NC=C1C(=O)OC)C)C(=O)OC)C(F)(F)F Dimethyl 4-(4-fluoro-3-(trifluoromethyl)phenyl)-2-methyl-1,4-dihydropyridine-3,5-dicarboxylate